COC1=CC=CC=C1C=O o-anisaldehyde